4-bromo-2-(3-methylcyclohex-2-en-1-yl)-5-pentyl-benzene-1,3-diol BrC1=C(C(=C(C=C1CCCCC)O)C1C=C(CCC1)C)O